C(C=C)(=O)N1CC(C1)S(=O)(=O)N1CCC(CC1)N1N=CC(=C1)C=1C=C(C=2N(C1)N=CC2C#N)OC 6-(1-(1-((1-acryloylazetidin-3-yl)sulfonyl)piperidin-4-yl)-1H-pyrazol-4-yl)-4-methoxypyrazolo[1,5-a]pyridine-3-carbonitrile